C(=O)C=1C=NC=CC1NC(OC(C)(C)C)=O tert-butyl (3-formylpyridin-4-yl)carbamate